C(CCCCCCC)(=O)N capryl-amide